3-(2-(1-methylcyclopropyl)ethyl)-1H-pyrazole CC1(CC1)CCC1=NNC=C1